FC(CCOC1=CC(=C(C(=C1)F)[C@H]1C(C(N1C1=CC2=C(N(C=N2)COCC[Si](C)(C)C)C=C1)=O)=C)F)F |r| (racemic)-4-(4-(3,3-difluoropropoxy)-2,6-difluorophenyl)-3-methylene-1-(1-((2-(trimethylsilyl)ethoxy)methyl)-1H-benzo[d]imidazol-5-yl)azetidin-2-one